CC1=C(C#N)C(=CC=C1)S 2-methyl-6-sulfanyl-benzonitrile